N-(1-(1-(2,4-bis(trifluoromethyl)phenyl)ethyl)-1H-pyrazol-4-yl)-3-(pyridin-2-yl)acrylamide FC(C1=C(C=CC(=C1)C(F)(F)F)C(C)N1N=CC(=C1)NC(C=CC1=NC=CC=C1)=O)(F)F